C(C=O)(C)(CC)O[C@H]1[C@@H](O[C@@H]([C@@H]([C@@H]1OC(C=O)(C)CC)OC(C=O)(C)CC)COC(C=O)(C)CC)N 2,3,4,6-tetra-O-t-pentanoyl-beta-D-galactopyranosylamine